3-chloro-N-(3-ethyl-6-methoxybenzo[d]isoxazol-5-yl)benzenesulfonamide ClC=1C=C(C=CC1)S(=O)(=O)NC=1C(=CC2=C(C(=NO2)CC)C1)OC